C1(CC1)CN1C[C@@H](CC1)OC1=C(C(=CC=C1)F)[N+](=O)[O-] (3R)-1-(cyclopropylmethyl)-3-(3-fluoro-2-nitrophenoxy)pyrrolidine